tert-butyl (3S)-10-amino-11-cyano-2,3,5,6-tetrahydro-4H-3,7-methanobenzo[b][1,4,7]oxadiazonine-4-carboxylate NC=1C=CC2=C(OC[C@H]3N(CCN2C3)C(=O)OC(C)(C)C)C1C#N